[N+](=O)([O-])C1=C(C(=CC=C1)N1C(CCC1)=O)N[C@H](CCCCNC(OCC1=CC=CC=C1)=O)C benzyl (S)-(5-((2-nitro-6-(2-oxopyrrolidin-1-yl)phenyl)amino)hexyl)carbamate